1-(2-(Trifluoromethyl)pyrimidin-5-yl)ethanol methyl-3-hydroxy-2-(3-(4-methylpiperazin-1-yl)phenyl)propionate CC(C(=O)OC(C)C=1C=NC(=NC1)C(F)(F)F)(CO)C1=CC(=CC=C1)N1CCN(CC1)C